(R)-6-chloro-3-(1H-imidazol-1-yl)-5-methoxy-1-methyl-2-(5-(2,2,2-trifluoro-1-methoxyethyl)-4H-1,2,4-triazol-3-yl)-1H-pyrrolo[3,2-b]pyridine ClC=1C=C2C(=NC1OC)C(=C(N2C)C2=NN=C(N2)[C@H](C(F)(F)F)OC)N2C=NC=C2